4'-ethylidenebiphenol C(C)=C1CC(=C(C=C1)O)C=1C(=CC=CC1)O